5-chloro-N-methyl-N-(4-piperidinyl)pyridin-2-amine ClC=1C=CC(=NC1)N(C1CCNCC1)C